BrC1=CC=C(C=C1)CO (4-bromophenyl)methanol